5-((4-((tert-butyldimethylsilyl)oxy)-2-hydroxybutyl)amino)-2-methylnicotinonitrile [Si](C)(C)(C(C)(C)C)OCCC(CNC=1C=NC(=C(C#N)C1)C)O